NC=1C(=C(C=NC1)C=1C=C2C=C(N=CC2=C(N1)C)NC1=NN2CC(N(CC3(C2=C1)CC3)C)=O)C 2'-((6-(5-amino-4-methylpyridin-3-yl)-8-methyl-2,7-naphthyridin-3-yl)amino)-6'-methyl-5',6'-dihydrospiro[cyclopropane-1,4'-pyrazolo[1,5-d][1,4]diazepin]-7'(8'H)-one